phenyl-(4-phenyl-1,4-dihydro-quinolin-3-yl)methanone C1(=CC=CC=C1)C(=O)C1=CNC2=CC=CC=C2C1C1=CC=CC=C1